3-(piperazin-1-yl)propyl 6-(5-(6-methylpyridin-2-yl)-1H-imidazol-4-yl)quinoline-3-carboxylate CC1=CC=CC(=N1)C1=C(N=CN1)C=1C=C2C=C(C=NC2=CC1)C(=O)OCCCN1CCNCC1